(RS)-2-ethylhexyl 3-((2-(((R)-6-((tert-butyldiphenylsilyl)oxy)hexan-2-yl)oxy)-6-methylpyridin-3-yl)thio)propanoate [Si](C1=CC=CC=C1)(C1=CC=CC=C1)(C(C)(C)C)OCCCC[C@@H](C)OC1=NC(=CC=C1SCCC(=O)OC[C@@H](CCCC)CC)C |&1:38|